[O-2].[Zn+2].[Fe+2].[O-2] iron-zinc oxide